5-cyclopropyl-3-(8-methoxy-6-((6-(oxetane-3-yl)-5,6,7,8-tetrahydro-1,6-naphthyridin-2-yl)methoxy)-[1,2,4]triazolo[4,3-b]pyridazine-3-yl)isoxazole C1(CC1)C1=CC(=NO1)C1=NN=C2N1N=C(C=C2OC)OCC2=NC=1CCN(CC1C=C2)C2COC2